C[Si]1(CCC(CCC1)=O)C 1,1-dimethyl-silacycloheptan-4-one